N,N-Dimethylallylamine CN(C)CC=C